4-hydroxy-5-(4-methoxyphenyl)-2-methyl-1H-pyrrole-3-carboxylic acid OC=1C(=C(NC1C1=CC=C(C=C1)OC)C)C(=O)O